N1NC(C=2C=NC=CC21)=O dihydro-3H-pyrazolo[4,3-c]pyridin-3-one